Cl.N[C@@H]1C(N(C2=C(OC1)C=CC(=C2)C(=O)N2CCC(CC2)(F)F)C)=O (S)-3-amino-7-(4,4-difluoropiperidine-1-carbonyl)-5-methyl-2,3-dihydrobenzo[b][1,4]oxazepin-4(5H)-one hydrochloride